C(C=C)(=O)N1C[C@@H](N(C[C@H]1C)C=1C2=C(N(CN1)C=1C(=NC(=CC1C(C)C)N1CCC1)C(C)C)N=C(C(=C2)Cl)C2=C(C=CC=C2)F)C 4-((2S,5R)-4-acryloyl-2,5-dimethylpiperazin-1-yl)-1-(6-(azetidin-1-yl)-2,4-diisopropylpyridin-3-yl)-6-chloro-7-(2-fluorophenyl)pyrido[2,3-d]pyrimidin